C1CCC2=C(C=3CCCC3C=C12)NC(=O)NC(C(=O)OC)CC1=CC(=CC=C1)C1=CN=CN1C methyl 2-{[(1,2,3,5,6,7-hexahydro-s-indacen-4-yl)carbamoyl]amino}-3-[3-(1-methyl-1H-imidazol-5-yl)phenyl]propanoate